Cl.N1=CC=C(C=C1)CCCOC=1C=CC=2N=C(NC(C2N1)=O)C1=NC=CC(=C1)C(F)(F)F 6-(3-pyridin-4-yl-propoxy)-2-(4-trifluoromethyl-pyridin-2-yl)-3H-pyrido[3,2-d]pyrimidin-4-one hydrochloride